5-bromo-3-chloro-2-cyclopropyl-7-methylisoquinolin-1(2H)-one BrC1=C2C=C(N(C(C2=CC(=C1)C)=O)C1CC1)Cl